O(S(=O)(=O)C(F)(F)F)[SiH3] silyl triflate